ClC=1N=C(C2=C(N1)C=CO2)NCC=2C=C1CCN(C(C1=CC2)=O)C(C)C 6-(((2-chlorofuro[3,2-d]pyrimidin-4-yl)amino)methyl)-2-isopropyl-3,4-dihydroisoquinolin-1(2H)-one